2-((5-amino-6-fluoro-1H-pyrrolo[3,2-b]pyridin-2-yl)methyl)-4-chloro-1'-(4-fluorobenzyl)spiro[isoindoline-1,3'-pyrrolidine]-2',3-dione NC1=C(C=C2C(=N1)C=C(N2)CN2C(C1=C(C=CC=C1C21C(N(CC1)CC1=CC=C(C=C1)F)=O)Cl)=O)F